2,4-dimethyl-pyrazine CC1=NC=CN(C1)C